OC1CCN(CC1)C1=CC(=NC(=C1)C1(COCC1)OC)N1N=C(C=2C=NC(=CC21)NC(=O)N)C 1-(1-(4-(4-Hydroxypiperidin-1-yl)-6-(3-methoxytetrahydrofuran-3-yl)pyridin-2-yl)-3-methyl-1H-pyrazolo[4,3-c]pyridin-6-yl)urea